(S)-N-(2-(1-ethyl-2-methyl-2,5-dihydro-1H-pyrrol-3-yl)thieno[2,3-b]pyridin-4-yl)benzo[d]thiazol-5-amine C(C)N1[C@H](C(=CC1)C1=CC=2C(=NC=CC2NC=2C=CC3=C(N=CS3)C2)S1)C